Methyl (5-(4-oxo-3,4-dihydrophthalazin-1-yl)-1H-benzimidazol-2-yl)carbamate hemi-acetate C(C)(=O)O.O=C1NN=C(C2=CC=CC=C12)C1=CC2=C(NC(=N2)NC(OC)=O)C=C1.COC(NC1=NC2=C(N1)C=CC(=C2)C2=NNC(C1=CC=CC=C21)=O)=O